ClC=1C=C(C=CC1)C(CN(C)CCOC)N1C(C=C(C=C1)C1=CN(C2=NC=C(C=C21)N2CCOCC2)S(=O)(=O)C2=CC=C(C)C=C2)=O 1-(1-(3-Chlorophenyl)-2-((2-methoxyethyl)(methyl)amino)ethyl)-4-(5-morpholino-1-tosyl-1H-pyrrolo[2,3-b]pyridin-3-yl)pyridin-2(1H)-one